ClC1=C(C=C2[C@H]3N(N4C(C2=C1)=CC(C(=C4)C(=O)OCC)=O)C(CCC3)(C)C)OCCCOC Ethyl (S)-13-chloro-12-(3-methoxypropoxy)-7,7-dimethyl-2-oxo-2,7,8,9,10,10a-hexahydrodipyrido[2,1-a:1',2'-c]phthalazine-3-carboxylate